NC=1NC(C2=C(N1)N(C=C2)CC(=O)N([C@H](CCCNC(N)=N)C(=O)O)CCN)=O N2-(2-(2-amino-4-oxo-3,4-dihydro-7H-pyrrolo[2,3-d]pyrimidin-7-yl)acetyl)-N2-(2-aminoethyl)-D-arginine